(S)-2-((tert-butoxycarbonyl)amino)-3-(piperidin-4-yl)propanoic acid hydrochloride Cl.C(C)(C)(C)OC(=O)N[C@H](C(=O)O)CC1CCNCC1